tert-butyl (2R,3S,4S)-4-((tert-butoxycarbonyl)oxy)-2-(4-methoxybenzyl)-3-((prop-2-yn-1-ylcarbamoyl)oxy)pyrrolidine-1-carboxylate C(C)(C)(C)OC(=O)O[C@@H]1[C@H]([C@H](N(C1)C(=O)OC(C)(C)C)CC1=CC=C(C=C1)OC)OC(NCC#C)=O